FC(C(=O)O)(F)F.NCC1CCN(CC1)NC(=O)C=1OC2=C(C1)C=C(C=C2)Cl N-(4-(aminomethyl)piperidin-1-yl)-5-chlorobenzofuran-2-carboxamide 2,2,2-trifluoroacetate